C[C@](CO)([C@@H](COP(=O)(O)OP(=O)(O)OC[C@@H]1[C@H]([C@H]([C@@H](O1)N2C=CC(=NC2=O)N)O)O)O)O 4-diphosphocytidyl-2-C-methylerythritol